S1C(=NC=C1)C=1N(C=CN1)C(=O)N (thiazol-2-yl)-1H-imidazole-1-carboxamide